OC1=C(C2=CC=CC=C2C=C1)N(C(C)=O)C1=C(C=CC2=CC=CC=C12)O N,N-bis(2-hydroxynaphthalen-1-yl)acetamide